[(2R,3R,4R,5R)-3,4-diacetoxy-5-(2-chloro-6-spiro[3a,7a-dihydro-2H-indole-3,1'-cyclohexane]-1-yl-purin-9-yl)tetrahydrofuran-2-yl]methyl acetate C(C)(=O)OC[C@H]1O[C@H]([C@@H]([C@@H]1OC(C)=O)OC(C)=O)N1C2=NC(=NC(=C2N=C1)N1CC2(CCCCC2)C2C=CC=CC12)Cl